N5-(2-(dimethylamino)ethyl)-N7-methyl-3-phenyl-2,3-dihydrobenzofuran-5,7-dicarboxamide CN(CCNC(=O)C=1C=C(C2=C(C(CO2)C2=CC=CC=C2)C1)C(=O)NC)C